CC=1C=CC2=C(N(CCC(N2)=O)CC2=CC=C(C(=O)NO)C=C2)C1 4-((8-methyl-4-oxo-2,3,4,5-tetrahydro-1H-benzo[b][1,4]diazepin-1-yl)methyl)-N-hydroxybenzoamide